ClC=1C=C(C=CC1)C1CC(C1)N1N=C2N(C1=O)[C@@H](CC2)C2=NC=CN=C2 (S)-2-((1R,3S)-3-(3-chlorophenyl)cyclobutyl)-5-(pyrazin-2-yl)-2,5,6,7-tetrahydro-3H-pyrrolo[2,1-c][1,2,4]triazol-3-one